BrC=1C=C2C(=NC1)C(N(C2)[C@@H](C)C2CC2)=O (S)-3-bromo-6-(1-cyclopropylethyl)-5,6-dihydro-7H-pyrrolo[3,4-b]Pyridin-7-one